BrC1=NC=C(C2=C1CC(C2)CO)F (1-bromo-4-fluoro-6,7-dihydro-5H-cyclopenta[c]pyridin-6-yl)methanol